3-[4-fluoro-6-[1-[(5-methoxy-2-pyridyl)methyl]pyrazol-4-yl]benzofuran-3-yl]piperidine-2,6-dione FC1=CC(=CC2=C1C(=CO2)C2C(NC(CC2)=O)=O)C=2C=NN(C2)CC2=NC=C(C=C2)OC